COC(=O)C=1C=2C(CCN(C2C=C(C1)[N+](=O)[O-])CC1=CC=C(C=C1)OC)CC1=CC=C(C=C1)OC 1,4-Bis(4-methoxybenzyl)-7-nitro-1,2,3,4-tetrahydroquinoline-5-carboxylic acid methyl ester